OC1=C(C=C(C=C1)C=1C=C2C=CC(=CC2=CC1)C(=O)O)C12CC3CC(CC(C1)C3)C2 6-(4-hydroxy-3-tricyclo[3.3.1.1(3,7)]decan-1-ylphenyl)-2-naphthalenecarboxylic acid